CC1=CC(=NC=C1[N+](=O)[O-])N1C[C@@H](CCC1)NC1=NC=NC(=C1)N1CCOCC1 N-[(3R)-1-(4-methyl-5-nitro-2-pyridyl)-3-piperidyl]-6-morpholino-pyrimidin-4-amine